C(C#CC#CCNC(=O)NCCCCC)NC(=O)NCCCCC 1,1'-(hexa-2,4-diyne-1,6-diyl)bis(3-pentylurea)